5,6-dichloro-2'-methyl-1H-spiro[indole-3,3'-pyrrolidin]-2-one ClC=1C=C2C(=CC1Cl)NC(C21C(NCC1)C)=O